COC1=C(C(=O)NC=2C=NC(=C(C2)C=2C=NC3=CC(=NC=C3C2)NC)C)C=CN=C1C(F)(F)F 3-methoxy-N-(6-methyl-5-(7-(methylamino)-1,6-naphthyridin-3-yl)pyridin-3-yl)-2-(trifluoromethyl)isonicotinamide